6-(acetoxymethyl)tetrahydro-2H-pyran-2,4,5-triyltriacetate C(C)(=O)OCC1C(C(CC(O1)CC(=O)[O-])CC(=O)[O-])CC(=O)[O-]